CN1N=C(C=C1)C1=CC=C2C(=N1)C(=CS2)C2=CC=NC=C2 5-(1-methyl-1H-pyrazol-3-yl)-3-(pyridin-4-yl)thieno[3,2-b]pyridine